CCCCCCCCCCCCCCC[C@H]([C@H](CO[C@@H]1[C@@H]([C@H]([C@H]([C@H](O1)C(=O)O)O)O)O)NC(=O)CCCCCCCCCCCCC)O The molecule is a glycodihydroceramide having an alpha-D-galacturonic acid residue at the O-1 position and a tetradecanoyl group attached to the nitrogen. It has a role as an epitope and an antigen.